C(C)(=O)C1=NN(C2=C(C=C(C=C12)C=1C=NC(=NC1)C)C)CC(=O)N1[C@@H]2C[C@@]2(C[C@H]1C(=O)N[C@@H](C)C1=CC=CC=C1)C (1R,3S,5R)-2-(2-(3-acetyl-7-methyl-5-(2-methylpyrimidin-5-yl)-1H-indazol-1-yl)acetyl)-5-methyl-N-((S)-1-phenylethyl)-2-azabicyclo[3.1.0]hexane-3-carboxamide